methyl 4-[2-(dimethylamino)ethoxy]-2-methylbenzoate CN(CCOC1=CC(=C(C(=O)OC)C=C1)C)C